FC=1C=CC(=NC1)C=1C=C2C(=NC=NC2=C(C1)OC)NCC1=CC(N(C=C1)C)=O 4-(((6-(5-Fluoropyridin-2-yl)-8-methoxyquinazolin-4-yl)amino)methyl)-1-methylpyridin-2(1H)-one